CN1N=NC(=C1C=1C=C2C(=NC1)C1=C(N2C(C2CCOCC2)C2=NC=CC=C2OC)C(=NN1C)C(=O)OC)C Methyl 6-(1,4-dimethyl-1H-1,2,3-triazol-5-yl)-4-((3-methoxypyridin-2-yl)(tetrahydro-2H-pyran-4-yl)methyl)-1-methyl-1,4-dihydropyrazolo[3',4':4,5]pyrrolo[3,2-b]pyridine-3-carboxylate